CC1(O[C@@H]2[C@H]([C@H](O[C@@H]2O1)CCO)O)C 5-deoxy-1,2-O-(1-methylethylidene)-α-D-xylo-hexofuranose